ICCC\C=C/CCCCCC(OCCCCCC)OCCCCCC (7Z)-11-iodo-1,1-dihexyloxy-7-undecene